C(C1=CC=CC=C1)N1[C@@H]2CO[C@@H]([C@H]1C2)C(=O)[O-] |o1:8,11,12| rel-(1R,2S,5S)-6-benzyl-3-oxa-6-azabicyclo[3.1.1]heptane-2-carboxylate